monopropyl-trimethyl-ammonium C(CC)[N+](C)(C)C